FC(C=1C=CC=2C(N1)=COCC2)(F)F 2-(trifluoromethyl)-6H-pyrano[3,4-b]pyridin